2-benzyl-2-dimethylamino-1-(4-dimethylaminophenyl)butan-1-one C(C1=CC=CC=C1)C(C(=O)C1=CC=C(C=C1)N(C)C)(CC)N(C)C